tert-butyl (4-methoxy-5-(pyridin-2-ylcarbamoyl)pyridin-2-yl)carbamate COC1=CC(=NC=C1C(NC1=NC=CC=C1)=O)NC(OC(C)(C)C)=O